5-[(E)-3-Phenylbut-2-en-2-yl]benzene-1,3-diol C1(=CC=CC=C1)/C(=C(\C)/C=1C=C(C=C(C1)O)O)/C